N-allyl-N-[(1,3-dioxolan-2-yl)methyl]dichloroacetamide methyl-3-fluoro-4-((4-(3-(1-(2-fluoro-2-methylpropyl)piperidin-4-yl)phenyl)-1H-1,2,3-triazol-1-yl)methyl)benzoate COC(C1=CC(=C(C=C1)CN1N=NC(=C1)C1=CC(=CC=C1)C1CCN(CC1)CC(C)(C)F)F)=O.C(C=C)N(C(C(Cl)Cl)=O)CC1OCCO1